2-[6-methoxy-5-(1H-pyrazol-4-yl)pyridin-2-yl]-8-(4-methoxybenzoyl)-2,8-diazaspiro[4.5]decan-1-one COC1=C(C=CC(=N1)N1C(C2(CC1)CCN(CC2)C(C2=CC=C(C=C2)OC)=O)=O)C=2C=NNC2